C1(CC1)CN1C=C(C(C(=C1)C(=O)O)=O)C1=NC=C(C=C1)F 1'-(cyclopropylmethyl)-5-fluoro-4'-oxo-1',4'-dihydro-[2,3'-bipyridine]-5'-carboxylic acid